N,N-bis(4-methoxybenzyl)-1-(3-(4,4,5,5-tetramethyl-1,3,2-dioxaborolan-2-yl)cyclohex-2-en-1-yl)-1H-pyrazole-3-sulfonamide COC1=CC=C(CN(S(=O)(=O)C2=NN(C=C2)C2C=C(CCC2)B2OC(C(O2)(C)C)(C)C)CC2=CC=C(C=C2)OC)C=C1